FC(C1=CC=C(C=C1)N1C(=NNC1=O)C(F)(F)F)(F)F 4-(4-trifluoromethylphenyl)-3-trifluoromethyl-1,2,4-triazol-5-one